5-(4-((4-(4-(4-amino-5-methoxy-2-(1-methyl-1H-pyrazol-4-yl)phenyl)piperazin-1-yl)piperidin-1-yl)methyl)piperidin-1-yl)-2-(2,6-dioxopiperidin-3-yl)isoindoline-1,3-dione NC1=CC(=C(C=C1OC)N1CCN(CC1)C1CCN(CC1)CC1CCN(CC1)C=1C=C2C(N(C(C2=CC1)=O)C1C(NC(CC1)=O)=O)=O)C=1C=NN(C1)C